OC(C)[C@@H]1N(CCN(C1)C(=O)OCC1=CC=CC=C1)C(=O)OC(C)(C)C 4-benzyl 1-(tert-butyl) (2R)-2-(1-hydroxyethyl)piperazine-1,4-dicarboxylate